1-(difluoromethyl)-4-(((4-methoxybenzyl)oxy)methyl)-2-oxabicyclo[2.1.1]hexane FC(C12OCC(C1)(C2)COCC2=CC=C(C=C2)OC)F